3-bromo-5-(3,4-difluorophenoxy)-1-isopropyl-1H-1,2,4-triazole BrC1=NN(C(=N1)OC1=CC(=C(C=C1)F)F)C(C)C